ClC=1C=CC(=C(C(=O)NC=2C(=NC(=CC2)OC)C)C1)NC1=C(C=C(C=C1)F)OC 5-chloro-2-((4-fluoro-2-methoxyphenyl)amino)-N-(6-methoxy-2-methylpyridin-3-yl)benzamide